N1=CC=C(C=C1)C1=CCCN(C1)C(=O)OC(C)(C)C tert-butyl 5-(4-pyridinyl)-3,6-dihydro-2H-pyridine-1-carboxylate